CC(C(=O)N=C=O)(C)C 2,2-dimethylpropionyl isocyanate